CC1=NC2=CC=C(C=C2C=C1C1=CC=CC2=CC=CC=C12)C1=NN=NN1COCC[Si](C)(C)C 2-methyl-3-(naphthalen-1-yl)-6-(N-((2-(trimethylsilyl)ethoxy)methyl)tetrazol-5-yl)quinoline